1,1,3-trioxo-1lambda6,2-benzothiazole-2-carbaldehyde O=S1(N(C(C2=C1C=CC=C2)=O)C=O)=O